SCC(SCS)CSCS 3-mercaptomethyl-1,6-dimercapto-2,5-dithiahexane